5-([1,1'-biphenyl]-4-ylmethyl)bicyclo[2.2.1]hept-2-ene C1(=CC=C(C=C1)CC1C2C=CC(C1)C2)C2=CC=CC=C2